aluminum gallium arsenide [Al]#[As].[Ga]#[As]